N[C@H]1CN(CCC1)C1=C2C(=NC=C1)N(C(=N2)C2=CC(=C(C#N)C=C2)F)C=2C=C1CCCC1=CC2 (R)-4-(7-(3-aminopiperidine-1-yl)-3-(2,3-dihydro-1H-indene-5-yl)-3H-imidazo[4,5-b]pyridine-2-yl)-2-fluorobenzonitrile